CC1=C(C2=C(N=CN=C2NC2(CC2)C)O1)C(=O)NC=1C=NN(C1)C 6-methyl-N-(1-methyl-1H-pyrazol-4-yl)-4-[(1-methylcyclopropyl)amino]furo[2,3-d]pyrimidine-5-carboxamide